2,6-dimethylphenylcyanate CC1=C(C(=CC=C1)C)OC#N